(4R,5r)-5-(2,4-dichlorobenzyloxymethyl)-4-(2,4-dichlorobenzyloxy)-2-methoxy-dihydrofuran-3-one ClC1=C(COC[C@@H]2[C@H](C(C(O2)OC)=O)OCC2=C(C=C(C=C2)Cl)Cl)C=CC(=C1)Cl